3-((3-(bromomethyl)-5-fluoropyridin-2-yl)amino)piperidine-2,6-dione BrCC=1C(=NC=C(C1)F)NC1C(NC(CC1)=O)=O